Tert-butyl (6-bromopyridin-3-yl)(3-(diethylamino)propyl)carbamate BrC1=CC=C(C=N1)N(C(OC(C)(C)C)=O)CCCN(CC)CC